C(C=C)(=O)OCCCCCC1=CC=CC=2C=C(CCC12)C1=CC=CC=C1 5-(6-phenyl-7,8-dihydronaphthalen-1-yl)pentyl prop-2-enoate